((3r,5r,6S)-5-(3-chlorophenyl)-6-(4-chlorophenyl)-1-((S)-1-(isopropylsulfonyl)-3-methylbutan-2-yl)-3-methyl-2-oxopiperidin-3-yl)acetic acid ClC=1C=C(C=CC1)[C@H]1C[C@](C(N([C@@H]1C1=CC=C(C=C1)Cl)[C@H](CS(=O)(=O)C(C)C)C(C)C)=O)(C)CC(=O)O